C(C1=CC=CC=C1)NC(N(C1=NC=C(C=C1)C=1C=NN(C1)C)[C@@H]1CC[C@H](CC1)NC1=NC=C(C(=N1)N1C(CCCC1)CCO)C#N)=O 3-benzyl-1-(trans-4-((5-cyano-(2-(2-hydroxyethyl)-piperidin-1-yl)-pyrimidin-2-yl)-amino)cyclohexyl)-1-(5-(1-methyl-1H-pyrazol-4-yl)-pyridin-2-yl)urea